stearylamine HBr Br.C(CCCCCCCCCCCCCCCCC)N